ClC=1C=C(C(=O)NC2[C@H]3CC(C[C@@H]23)(O)C2=C3C=NNC3=CC(=C2)Cl)C=CC1F 3-chloro-N-((1R,3r,5S,6r)-3-(6-chloro-1H-indazol-4-yl)-3-hydroxybicyclo[3.1.0]hexan-6-yl)-4-fluorobenzamide